NC1=NC=C(C=2C1=CN(N2)C2OCCCC2)NC(=O)C(=O)N(CC2=NC=CC=C2)CC2=C1CCCOC1=CC=C2 N-(4-amino-2-tetrahydropyran-2-yl-pyrazolo[4,3-c]pyridin-7-yl)-N'-(chroman-5-ylmethyl)-N'-(2-pyridylmethyl)oxamide